N-[3-(hydroxymethyl)-2-oxopyrrolidin-3-yl]-2-methyl-2H-indazole-3-carboxamide OCC1(C(NCC1)=O)NC(=O)C=1N(N=C2C=CC=CC12)C